2-[(Benzylcarbamoyl)-oxy]ethylmethacrylat C(C1=CC=CC=C1)NC(=O)OCCOC(C(=C)C)=O